7-[2-methyl-6-(trifluoromethyl)pyrimidin-4-yl]-2-[1-(2,2,2-trifluoroethyl)-1H-pyrazolo[3,4-b]pyrazin-6-yl]-2,7-diazaspiro[3.5]nonane CC1=NC(=CC(=N1)N1CCC2(CN(C2)C2=CN=C3C(=N2)N(N=C3)CC(F)(F)F)CC1)C(F)(F)F